C(C)(C)(C)OC(N[C@H](C)C(CCl)=O)=O (R)-(4-chloro-3-oxobutan-2-yl)carbamic acid tert-butyl ester